ClC1=C(C=CC=C1C1C(NC(CC1)=O)=O)C1=CC=C(C=C1)N1C2(CC2)CN(C1=O)C 3-(2-chloro-4'-(6-methyl-5-oxo-4,6-diazaspiro[2.4]heptan-4-yl)-[1,1'-biphenyl]-3-yl)piperidine-2,6-dione